OC1=CC=C2C(C(COC2=C1)C1=CC=CC=C1)C1=CC=C(OCCN2CC(C2)CCCOC=2C=C3CN(C(C3=CC2)=O)C2C(NC(CC2)=O)=O)C=C1 3-(5-(3-(1-(2-(4-(7-hydroxy-3-phenylchroman-4-yl)phenoxy)ethyl)azetidin-3-yl)propoxy)-1-oxoisoindolin-2-yl)piperidine-2,6-dione